(3-(2-((3,3-dimethyl-1,4-oxazepan-6-yl)amino)-5-(trifluoromethyl)pyrimidin-4-yl)-1H-indol-7-yl)dimethylphosphine oxide CC1(COCC(CN1)NC1=NC=C(C(=N1)C1=CNC2=C(C=CC=C12)P(C)(C)=O)C(F)(F)F)C